4-(benzo(b)thiophen-4-yl)-1-((cyclohexyloxycarbonyloxy)methyl)-1-(4-(2-oxo-1,2-dihydroquinolin-7-yloxy)butyl)piperazin-1-ium chloride [Cl-].S1C2=C(C=C1)C(=CC=C2)N2CC[N+](CC2)(CCCCOC2=CC=C1C=CC(NC1=C2)=O)COC(=O)OC2CCCCC2